1-amino-4-butanol NCCCCO